CNC1=CC=C(C=N1)C(=O)NC1=CC=C2C(=N1)NC1=C2C=NC=C1 6-(methylamino)-N-(9H-pyrrolo[2,3-b:4,5-c']dipyridin-2-yl)pyridine-3-carboxamide